BrC1=C2CC(CC2=CC=C1)N 4-bromo-2,3-dihydro-1H-inden-2-amine